[2-(2-(Fmoc-amino)ethoxy)ethoxy]acetic acid C(=O)(OCC1C2=CC=CC=C2C2=CC=CC=C12)NCCOCCOCC(=O)O